C(C1=CC=CC=C1)C(CC)NS(=O)(=O)C=1C=C(C=CC1C)NC(C(C)N1N=CC(=C(C1=O)Cl)Cl)=O N-[3-(1-benzylpropylsulfamoyl)-4-methyl-phenyl]-2-(4,5-dichloro-6-oxo-pyridazin-1-yl)propanamide